BrC1=C(N)C(=CC(=C1)Br)CNC1CCCCC1 2,4-dibromo-6-((cyclohexylamino)methyl)aniline